6-chloro-8-(trifluoromethyl)-N-[(1S)-1-[2-(6-vinylpyrimidin-4-yl)-1,2,4-triazol-3-yl]ethyl]quinazolin-4-amine ClC=1C=C2C(=NC=NC2=C(C1)C(F)(F)F)N[C@@H](C)C=1N(N=CN1)C1=NC=NC(=C1)C=C